C(C#CC)O but-2-yn-1-ol